1-amino-4-(4-chlorophenyl)-2-{[1-(2-fluorophenyl)-1H-1,2,3-triazol-4-yl]Methyl}-1H-imidazole-5-carboxylic acid ethyl ester C(C)OC(=O)C1=C(N=C(N1N)CC=1N=NN(C1)C1=C(C=CC=C1)F)C1=CC=C(C=C1)Cl